geraniol succinate C(CCC(=O)O)(=O)O.CC(C)=CCC\C(\C)=C\CO